4-[(2,4-dimethoxyphenyl)methyl]-3-(4-nitrophenyl)-5-oxo-morpholine-2-carboxylic acid ethyl ester C(C)OC(=O)C1C(N(C(CO1)=O)CC1=C(C=C(C=C1)OC)OC)C1=CC=C(C=C1)[N+](=O)[O-]